C(C)(C)C=1C(=CC2=C(N(C(N2)=O)C2CCNCC2)C1)C=1C=C(C=2N(C1)N=CN2)OC 6-isopropyl-5-(8-methoxy-[1,2,4]triazolo[1,5-a]pyridin-6-yl)-1-(piperidin-4-yl)-1,3-dihydro-2H-benzo[d]imidazol-2-one